(6-bromopyridin-3-yl)-N-(2,4-dichlorophenyl)-1,2,4-oxadiazole-5-carboxamide BrC1=CC=C(C=N1)C1=NOC(=N1)C(=O)NC1=C(C=C(C=C1)Cl)Cl